3-(ethylsulfonyl)-5-iodo-2-pyridinecarboxylic acid ethyl ester C(C)OC(=O)C1=NC=C(C=C1S(=O)(=O)CC)I